C(CCC)C1=NC=CN1C=C butyl-3-vinyl-imidazole